2-ethyl-1,3-Butadiene C(C)C(=C)C=C